N-(2,5-difluorobenzoyl)-O-(trans-3-(2-(5,6,7,8-tetrahydro-1,8-naphthyridin-2-yl)ethyl)cyclobutyl)homoserine FC1=C(C(=O)N[C@@H](CCO[C@@H]2C[C@H](C2)CCC2=NC=3NCCCC3C=C2)C(=O)O)C=C(C=C1)F